N[C@@H](COC1=NC(=NC(=C1)C1=C(C=CC=C1C)C)NS(=O)(=O)C=1C=C(C(=O)O)C=CC1)CC1CCCC1 3-[[4-[(2R)-2-Amino-3-cyclopentyl-propoxy]-6-(2,6-dimethylphenyl)pyrimidin-2-yl]sulfamoyl]benzoic acid